C(C)S(=O)(=O)C=1C=C(C=NC1N1CC2=NC=C(C=C2C1=O)C(F)(F)F)C(C#N)(C)C 2-[5-ethylsulfonyl-6-[5-oxo-3-(trifluoromethyl)-7H-pyrrolo[3,4-b]pyridin-6-yl]-3-pyridinyl]-2-methyl-propionitrile